C(C)(C)(C)[Si](OCCOC12CC3(CC(CC(C1)(C3)C)(C2)C)CN2N=CC(=C2C)I)(C2=CC=CC=C2)C2=CC=CC=C2 tert-butyl-diphenyl-[2-[[3-[(4-iodo-5-methyl-pyrazol-1-yl)methyl]-5,7-dimethyl-1-adamantyl]oxy]ethoxy]silane